(2S,2'S)-N,N'-(1,3-phenylene)bis(6-amino-2-(2-mercaptoacetamido)hexanamide) C1(=CC(=CC=C1)NC([C@H](CCCCN)NC(CS)=O)=O)NC([C@H](CCCCN)NC(CS)=O)=O